C(C)OC(CN(NC(CC(=O)OCC)=O)C=1C=NC(=CC1)C(F)(F)F)=O ethyl 3-(2-(2-ethoxy-2-oxoethyl)-2-(6-trifluoromethylpyridin-3-yl)hydrazinyl)-3-Oxopropanoate